9-oxa-10-phospha-phenanthrene-10-oxide C1=CC=CC=2C3=CC=CC=C3OP(C12)=O